8-((4-methoxyphenyl)sulfonyl)-3-(2-(4-(p-tolyl)piperazin-1-yl)ethyl)-2-oxa-8-azaspiro[4.5]decan-1-one COC1=CC=C(C=C1)S(=O)(=O)N1CCC2(CC(OC2=O)CCN2CCN(CC2)C2=CC=C(C=C2)C)CC1